NC1=CC(=C(C(=O)NC2=NC(=NC(=C2)C)C2CCC(CC2)(F)F)C=C1)N1CC[Si](CC1)(C)C 4-amino-N-(2-(4,4-difluorocyclohexyl)-6-methylpyrimidin-4-yl)-2-(4,4-dimethyl-1,4-azasilinan-1-yl)benzamide